ClC=1C2=C(N=CN1)N(C=C2C=2C=CC(=NC2)NCCO)C2=CC=CC=C2 2-[5-(4-chloro-7-phenyl-7H-pyrrolo[2,3-d]pyrimidin-5-yl)-pyridin-2-ylamino]-ethanol